CN(C(=O)C1=CC(=C(C=C1)B(O)O)F)C (4-(dimethyl-carbamoyl)-2-fluoro-phenyl)boronic acid